C(S(=O)(=O)[O-])S(=O)(=O)[O-].C1(=CC=CC=C1)[S+](C1=CC=CC=C1)C1=CC=CC=C1.C1(=CC=CC=C1)[S+](C1=CC=CC=C1)C1=CC=CC=C1 triphenyl-sulfonium methanedisulfonate